CP(=O)(C)C1=CC2=C(N=C(N=C2N[C@H](C)C=2C(=C(C=CC2)C(C(=O)NCC)(F)F)F)C)C=N1 2-{3-[(1R)-1-{[6-(dimethylphosphoryl)-2-methylpyrido[3,4-d]pyrimidin-4-yl]amino}ethyl]-2-fluorophenyl}-N-ethyl-2,2-difluoroacetamide